ClC1=C(C=CC(=C1)F)C(C)N1N=CC(=C1)[N+](=O)[O-] 1-(1-(2-chloro-4-fluorophenyl)ethyl)-4-nitro-1H-pyrazole